O1C(OCC1)C1=CC=C(C=2C=NN(C12)COCC[Si](C)(C)C)C(=O)NC=1C=C(NN1)[C@@H]1C[C@@H](CC1)N(C(O)=O)C(C)C.C(=O)(OC(C)(C)C)C1OCCOC1 Boc-1,4-dioxane (1R,3S)-3-{5-[7-(1,3-dioxolan-2-yl)-1-{[2-(trimethylsilyl)ethoxy]methyl}indazole-4-amido]-2H-pyrazol-3-yl}cyclopentyl-N-isopropylcarbamate